2-(4-((4-(3-chloro-4-(trifluoromethyl)phenyl)-5-oxo-4,5-dihydro-1H-1,2,4-triazole-1-yl)methyl)-2,6-dimethylphenoxy)-2-methylpropionic acid ethyl ester C(C)OC(C(C)(C)OC1=C(C=C(C=C1C)CN1N=CN(C1=O)C1=CC(=C(C=C1)C(F)(F)F)Cl)C)=O